C(C1=CC=CC=C1)OC1=NC=CC=C1N[C@H](C)C=1C=C(C=C2C(C(=C(OC12)C=1C=NC=CC1)C)=O)C 8-[(1R)-1-[(2-benzyloxy-3-pyridyl)amino]ethyl]-3,6-dimethyl-2-(3-pyridyl)chromen-4-one